ClC=1C=C(C=CC1C(=O)N1CCN(CC1)C(=O)C1CCNCC1)NC(=O)C=1N(C(=CN1)C1=C(C(=C(C=C1)C=1C(=NN(C1C)CCOC)C)F)F)C N-[3-chloro-4-[4-(piperidine-4-carbonyl)piperazine-1-carbonyl]phenyl]-5-[2,3-difluoro-4-[1-(2-methoxyethyl)-3,5-dimethyl-pyrazol-4-yl]phenyl]-1-methyl-imidazole-2-carboxamide